FC=1C(=C2C(=NC1NC1=NC(=CC(=C1)NC)C)CCO2)C2=CC[C@H](CC2)N |r| N2-[6-fluoro-7-[rac-(4S)-4-aminocyclohexen-1-yl]-2,3-dihydrofuro[3,2-b]pyridin-5-yl]-N4,6-dimethyl-pyridine-2,4-diamine